(8-bromo-6-cyclopropylimidazo[1,2-a]pyridin-2-yl)methanamine BrC=1C=2N(C=C(C1)C1CC1)C=C(N2)CN